[Sn].[W].[Sn].[W] tungsten tin-tungsten tin